C(C)(C)(C)C1=C(C(=CC(=C1)C(C)(C)C)/C=N/C(CO)C(C)(C)C)O 2,4-di-tert-butyl-6-{(E)-[(1-hydroxy-3,3-dimethylbut-2-yl)imino]methyl}phenol